tert-butyl (3S)-3-formyl-1-pyrrolidinecarboxylate C(=O)[C@@H]1CN(CC1)C(=O)OC(C)(C)C